C1=CC=C(C=C1)C(=C(C#N)C(=O)O)O alpha-cyano-hydroxycinnamic acid